CC1=NC(=CC(=C1)C=1NC2=CC=C(C=C2C1C(C)C)C1CN(CCC1)C(CN1CCOCC1)=O)C 1-(3-(2-(2,6-Dimethylpyridin-4-yl)-3-isopropyl-1H-indol-5-yl)piperidin-1-yl)-2-morpholinoethan-1-on